N-(4-Fluorophenyl)-1-methyl-2-oxo-1,8-naphthyridine-3-carboxamide FC1=CC=C(C=C1)NC(=O)C=1C(N(C2=NC=CC=C2C1)C)=O